C(#N)C=1C(=CC(=C(C1)NC(=O)N[C@@H](C)C=1N(N=CN1)C1=NC=CC=N1)F)F 1-(5-cyano-2,4-difluoro-phenyl)-3-[(1S)-1-(2-pyrimidin-2-yl-1,2,4-triazol-3-yl)ethyl]urea